2-cycloheptylpyrimidino[4,5-d]pyridazin-5(6H)-one C1(CCCCCC1)C=1N=CC2=C(C=NNC2=O)N1